(2-dodecyl-1,3-dioxolan-4-yl)methyl (4-nitrophenyl) carbonate C(OCC1OC(OC1)CCCCCCCCCCCC)(OC1=CC=C(C=C1)[N+](=O)[O-])=O